BrC=1C=CC(=C(C1)C(C)=O)F 1-(5-bromo-2-fluorophenyl)ethan-1-one